2,2'-methylenebis(4,6'-di-tert-butylphenyl) phosphate hydroxyaluminum salt O[Al+2].P1(=O)(OC2=C(C=C(C=C2C(C)(C)C)C(C)(C)C)CC2=C(C(=CC(=C2)C(C)(C)C)C(C)(C)C)O1)[O-].C1C2=C(C(=CC(=C2)C(C)(C)C)C(C)(C)C)OP(=O)(OC2=C1C=C(C=C2C(C)(C)C)C(C)(C)C)[O-]